cinnamaldehyde benzoate C(C1=CC=CC=C1)(=O)O.C(C=CC1=CC=CC=C1)=O